BrC(C(F)(F)Br)(Cl)Cl 1,2-dibromo-1,1-dichloro-2,2-difluoroethane